OCC[N+]1=CC=C(C=C1)C=CC1=CC=C(C=C1)C=O N-(2-hydroxyethyl)-4-(4-formylstyryl)pyridinium